(R)- and (S)-2-aminobutane N[C@H](C)CC |r|